BrC=1C=C(OC2=CC=CC=3C4=C(C(=C(C(=C4N(C23)C2=NC=CC(=C2)C([2H])([2H])[2H])[2H])[2H])[2H])[2H])C=CC1 (3-bromophenoxy)-9-(4-(methyl-d3)pyridin-2-yl)-9H-carbazole-5,6,7,8-d4